6-(2-ethoxyphenyl)-1-p-toluenesulfonyl-2,3,4,7-tetrahydro-1H-azepin-3-ol C(C)OC1=C(C=CC=C1)C1=CCC(CN(C1)S(=O)(=O)C1=CC=C(C)C=C1)O